2-n-butyl-2H-benzene C(CCC)C1CC=CC=C1